dimethyl 4-allylpyridine-2,6-dicarboxylate C(C=C)C1=CC(=NC(=C1)C(=O)OC)C(=O)OC